5,10,15,20-tetra-(4-chlorophenyl)porphyrin ClC1=CC=C(C=C1)C=1C2=CC=C(N2)C(=C2C=CC(C(=C3C=CC(=C(C=4C=CC1N4)C4=CC=C(C=C4)Cl)N3)C3=CC=C(C=C3)Cl)=N2)C2=CC=C(C=C2)Cl